C1(=CC=CC=C1)C1=C2C=CC=CC2=C(C2=CC=CC=C12)C1=CC=2OC=3C=CC=C4OC=5C=C(C=CC5B(C34)C2C=C1)C=1C2=CC=CC=C2C(=C2C=CC=CC12)C1=CC=CC=C1 3,11-bis(10-phenylanthracen-9-yl)-5,9-dioxa-13b-boranaphtho[3,2,1-de]anthracene